3-[4,5-dichloro-2-(prop-2-en-1-yloxy)benzoyl]Piperidine-1-carboxylic acid tert-butyl ester C(C)(C)(C)OC(=O)N1CC(CCC1)C(C1=C(C=C(C(=C1)Cl)Cl)OCC=C)=O